N-Acryloyl-amine C(C=C)(=O)N